4'-amino-4-bromo-N-phenyl-4''-sulfamoyl-[1,1':3',1''-terphenyl]-5'-carboxamide NC1=C(C=C(C=C1C(=O)NC1=CC=CC=C1)C1=CC=C(C=C1)Br)C1=CC=C(C=C1)S(N)(=O)=O